methyl 6-bromo-4-methoxy-1H-indole-2-carboxylate BrC1=CC(=C2C=C(NC2=C1)C(=O)OC)OC